C(C)(C)(C)OC(=O)N1CC(C1)C1CN(CCC1)CCC 3-(1-propylpiperidin-3-yl)azetidine-1-carboxylic acid tert-butyl ester